N-(1-methyl-1H-imidazol-4-yl)-2-(2-(pyridin-4-yl)pyrrolidin-1-yl)pyrrolo[2,1-f][1,2,4]triazin-4-amine CN1C=NC(=C1)NC1=NC(=NN2C1=CC=C2)N2C(CCC2)C2=CC=NC=C2